4-(((3'-chloro-7',8'-dihydro-6'H-spiro[cyclopentane-1,5'-pyrazolo[5,1-b]quinazoline]-9'-yl)amino)methyl)benzenesulfonamide ClC=1C=NN2C1N=C1C3(CCCC1=C2NCC2=CC=C(C=C2)S(=O)(=O)N)CCCC3